C(C1=CC=CC=C1)OC(=O)N[C@H](C(=O)OC)C[C@@H](C(=O)OC)O dimethyl (2s,4s)-2-(((benzyloxy) carbonyl) amino)-4-hydroxyglutarate